(R)-N-(1-(5-fluoro-2-hydroxyphenyl)ethyl)-3-(4-(2-fluoroethoxy)pyridin-2-yl)imidazo[1,2-b]pyridazin-6-amine FC=1C=CC(=C(C1)[C@@H](C)NC=1C=CC=2N(N1)C(=CN2)C2=NC=CC(=C2)OCCF)O